5-(pyrazin-2-ylamino)-3-(4-(2-(2-(trifluoromethyl)phenyl)acetamido)phenyl)-1H-pyrazole-4-carboxamide N1=C(C=NC=C1)NC1=C(C(=NN1)C1=CC=C(C=C1)NC(CC1=C(C=CC=C1)C(F)(F)F)=O)C(=O)N